C(C1=CC=CC=C1)N1C[C@@H](N(C[C@@H]1CCO)C(=O)OC(C)(C)C)C tert-Butyl (2S,5S)-4-benzyl-5-(2-hydroxyethyl)-2-methyl-piperazine-1-carboxylate